C(C1=CC=CC=C1)OC=1C=CC(=C(C1)C1=CC(=CC=C1)OC)CCNC(C)=O N-(2-(5-(benzyloxy)-3'-methoxy-[1,1'-biphenyl]-2-yl)ethyl)acetamide